tert-butyl 4-{[(1S)-1-(4-bromophenyl)-2,2,2-trifluoroethyl](methyl)carbamoyl}piperidine-1-carboxylate BrC1=CC=C(C=C1)[C@@H](C(F)(F)F)N(C(=O)C1CCN(CC1)C(=O)OC(C)(C)C)C